NC1=NC=2C=C(C(=CC2C2=C1COC2)C(=O)N(C)[C@H]2COC1=C2C(=CC(=C1)C(F)(F)F)F)F 4-amino-7-fluoro-N-((3R)-4-fluoro-6-(trifluoromethyl)-2,3-dihydro-1-benzo-furan-3-yl)-N-meth-yl-1,3-dihydrofuro-[3,4-c]quinoline-8-carboxamide